3-iodo-2,5-dimethyl-N-[(2-methylpyridin-4-yl)methyl]pyrazolo[1,5-a]pyrimidin-7-amine IC=1C(=NN2C1N=C(C=C2NCC2=CC(=NC=C2)C)C)C